2H-benzo[b][1,4]oxazine O1C2=C(N=CC1)C=CC=C2